ethyl 5,6,7,8-tetrahydroimidazo[1,5-a]pyrazine-3-carboxylate C=1N=C(N2C1CNCC2)C(=O)OCC